ClC1=C(C)C(=CC(=C1)[N+](=O)[O-])Cl 2,6-dichloro-4-nitrotoluene